1-methyl-7-[4-(4-methylpiperazin-1-yl)anilino]-3-[(4R)-8-methyl-1-prop-2-enoyl-3,4-dihydro-2H-quinolin-4-yl]-4H-pyrimido[4,5-d]pyrimidin-2-one CN1C(N(CC=2C1=NC(=NC2)NC2=CC=C(C=C2)N2CCN(CC2)C)[C@@H]2CCN(C1=C(C=CC=C21)C)C(C=C)=O)=O